OC=1C=CC(=NC1C(F)(F)F)C(=O)NC=1N=CSC1C(=O)NCCC1=C(C=CC=C1)C(F)(F)F 4-(5-hydroxy-6-(trifluoromethyl)picolinamido)-N-(2-(trifluoromethyl)phenethyl)thiazole-5-carboxamide